(S)-N-(1-(4-fluorophenyl)-6-(2-(hydroxymethyl)pyrrolidin-1-yl)-1H-pyrazolo[3,4-d]pyrimidin-4-yl)-5-nitrothiophene-2-carboxamide FC1=CC=C(C=C1)N1N=CC=2C1=NC(=NC2NC(=O)C=2SC(=CC2)[N+](=O)[O-])N2[C@@H](CCC2)CO